ClCCC=1OC=CC1 2-(2-chloroethyl)furan